2-{[7-amino-4-(5-ethylpyridin-3-yl)-1-oxo-2,3-dihydro-1H-isoindol-2-yl]methyl}prop-2-enenitrile NC=1C=CC(=C2CN(C(C12)=O)CC(C#N)=C)C=1C=NC=C(C1)CC